C(C=C)(=O)N1C[C@@H](CC1)N1C(N(C=2C=NC=CC21)C2=CC=C(C=C2)OC2=C(C=CC=C2)C)=O (R)-1-(1-acryloylpyrrolidin-3-yl)-3-(4-(o-tolyloxy)phenyl)-1H-imidazo[4,5-c]pyridin-2(3H)-one